(R)-1-amino-3,3-dimethylbutan-2-ol hydrochloride Cl.NC[C@@H](C(C)(C)C)O